[Si](C)(C)(C(C)(C)C)OCCCN1N=NC(=C1C1=CC=C(C=C1)F)C#N 1-(3-((tert-butyldimethylsilyl)oxy)propyl)-5-(4-fluorophenyl)-1H-1,2,3-triazole-4-carbonitrile